NC=1C(NC(N(N1)C1=CC(=C(C(=C1)C)CC=1C=C2C3(C(NC2=CC1)=O)CC3)C)=O)=O 6-amino-2-(3,5-dimethyl-4-((2'-oxospiro[cyclopropane-1,3'-indoline]-5'-yl)methyl)phenyl)-1,2,4-triazine-3,5(2h,4h)-dione